4-Acetyl-7,8-difluoroisoquinolin-1(2H)-one C(C)(=O)C1=CNC(C2=C(C(=CC=C12)F)F)=O